(4-(5-chloro-2-(trifluoromethyl)phenyl)piperidin-1-yl)methanone ClC=1C=CC(=C(C1)C1CCN(CC1)C=O)C(F)(F)F